FC(CCC1=CN=CC(=N1)N1CCC(CC1)C(=O)OCC)(C(F)(F)F)F ethyl 1-(6-(3,3,4,4,4-pentafluorobutyl)pyrazine-2-yl)piperidine-4-carboxylate